2-((1r,4r)-4-ethoxycyclohexylamino)-4-(1-ethylcyclohexylamino)pyrimidine-5-carboxamide C(C)OC1CCC(CC1)NC1=NC=C(C(=N1)NC1(CCCCC1)CC)C(=O)N